BrC(C)C1=NC=NN1C1=NC=C(C=N1)OCC(F)F 2-[5-(1-bromoethyl)-1,2,4-triazol-1-yl]-5-(2,2-difluoroethoxy)-pyrimidine